tin (II) oxalate C(C(=O)[O-])(=O)[O-].[Sn+2]